methyl 1-(5-((5-amino-6-chloropyrimidin-4-yl)amino)-2-fluoro-4-((3S,5R)-3,4,5-trimethylpiperazin-1-yl)phenyl)-1H-1,2,3-triazole-4-carboxylate NC=1C(=NC=NC1Cl)NC=1C(=CC(=C(C1)N1N=NC(=C1)C(=O)OC)F)N1C[C@@H](N([C@@H](C1)C)C)C